ClC=1C(=C(CNC(CNC(C)CCC)=O)C=CC1)F N-(3-chloro-2-fluorobenzyl)-2-(pent-2-ylamino)acetamide